BrC=1C=C(C=C(C1)Cl)C1=C(C(=O)C2=CC=CC=C2)C=CC=C1 (3-bromo-5-chlorophenyl)-benzophenone